(E)-2-((3-(2-(Thiophen-2-yl)vinyl)-1H-pyrazol-1-yl)methoxy)ethyl acetate C(C)(=O)OCCOCN1N=C(C=C1)\C=C\C=1SC=CC1